{[4-((3S)-1,1-dioxothiolan-3-yl)phenyl]amino}-N-[(4-chlorophenyl)methyl]carboxamide O=S1(C[C@@H](CC1)C1=CC=C(C=C1)NC(=O)NCC1=CC=C(C=C1)Cl)=O